N-methyl-2-pyridinemethanone CN1C(C=CC=C1)C=O